N,N,N-Trimethyl-1-adamantanaminium C[N+](C12CC3CC(CC(C1)C3)C2)(C)C